C[C@@H]1CN(C[C@@H](O1)C)C(=O)C=1C2=C(N(N1)CC(=O)N1CCC(CC1)C1=CC=C(C=C1)F)CCC2 2-{3-[(2R,6S)-2,6-Dimethylmorpholin-4-carbonyl]-5,6-dihydrocyclopenta[c]pyrazol-1(4H)-yl}-1-[4-(4-fluorophenyl)piperidin-1-yl]ethan-1-on